triacrylphosphine oxide C(=O)(C=C)P(C(=O)C=C)(C(=O)C=C)=O